3-[2-chloro-4-(methylsulfonyl)benzoyl]-4-(phenylthio)bicyclo-[3.2.1]oct-3-en-2-one ClC1=C(C(=O)C=2C(C3CCC(C2SC2=CC=CC=C2)C3)=O)C=CC(=C1)S(=O)(=O)C